2,6-bis(heptadecyloxy)oxymethyl-4-pyrone C(CCCCCCCCCCCCCCCC)OOCC=1OC(=CC(C1)=O)COOCCCCCCCCCCCCCCCCC